ethyl (R)-2-((1-chloro-4-(o-tolyl)isoquinolin-7-yl)oxy)propanoate ClC1=NC=C(C2=CC=C(C=C12)O[C@@H](C(=O)OCC)C)C1=C(C=CC=C1)C